C1(CC1)N1C=NN=C1C1CC1 4,5-dicyclopropyl-4H-1,2,4-triazole